C1=2C=C(C=CC2CC1)[C@H]([C@H]1O[C@H]([C@@H]([C@@H]1O)O)N1C=CC2=C1N=CN=C2C)O (2R,3S,4R,5R)-2-((R)-bicyclo[4.2.0]octa-1(6),2,4-trien-3-yl(hydroxy)methyl)-5-(4-methyl-7H-pyrrolo[2,3-d]pyrimidin-7-yl)tetrahydrofuran-3,4-diol